C(C)(C)(C)OC(=O)N1CC(CCC1C1=CC=CC=C1)OC1=NC(=NC(=C1)C1=C(C=CC=C1C)C)NS(=O)(=O)C=1C=C(C(=O)O)C=CC1 3-[[4-[(1-tert-butoxycarbonyl-6-phenyl-3-piperidyl)oxy]-6-(2,6-dimethylphenyl)pyrimidin-2-yl]sulfamoyl]benzoic acid